2-cyclopentyl-4-(6-fluoro-2-(3-fluoro-5-methylphenyl)-2H-pyrazolo[4,3-b]pyridin-7-yl)benzoic acid C1(CCCC1)C1=C(C(=O)O)C=CC(=C1)C=1C=2C(N=CC1F)=CN(N2)C2=CC(=CC(=C2)C)F